(R)-4-((1-(3-(1,1-difluoroethyl)-2-fluorophenyl)prop-2-yn-1-yl)amino)-6-(1-(difluoromethyl)cyclopropyl)pyrido[4,3-d]pyrimidin-7(6H)-one FC(C)(F)C=1C(=C(C=CC1)[C@@H](C#C)NC=1C=2C(N=CN1)=CC(N(C2)C2(CC2)C(F)F)=O)F